N[C@@H](C(=O)NC1=CC(=C(C=C1)C1=C2C(=NC=C1)NC=C2)C)CC(C)C (2R)-2-Amino-4-methyl-N-[3-methyl-4-(1H-pyrrolo[2,3-b]pyridin-4-yl)phenyl]pentanamide